Cl.NC[C@@H]1C[C@@H](NC1)CNC(=O)C=1NC2=CC(=CC=C2C1)C1=CC=C(C=C1)F N-(((2R,4S)-4-(aminomethyl)pyrrolidin-2-yl)methyl)-6-(4-fluorophenyl)-1H-indole-2-carboxamide hydrogen chloride salt